Cl.NCC(C)C1=CC=C(C#N)C=C1 4-(1-aminoprop-2-yl)benzonitrile hydrochloride